CN1CCN(CC1)CC1=CC=C(C=C1)C#CC1=CC=C(C=C1)C1=CC(=NO1)CN1C(=NC=C1)[C@H](C)O (S)-1-(1-((5-(4-((4-((4-methylpiperazin-1-yl)methyl)phenyl)ethynyl)phenyl)isoxazole-3-yl)methyl)-1H-imidazol-2-yl)ethan-1-ol